6-(3-amino-6-(4-(4-methylpiperazin-1-yl)phenyl)pyrazin-2-yl)-7-fluoro-3,4-dihydroisoquinolin-1(2H)-one, formate salt C(=O)O.NC=1C(=NC(=CN1)C1=CC=C(C=C1)N1CCN(CC1)C)C=1C=C2CCNC(C2=CC1F)=O